tert-butyl (S)-1-azido-16-(4-(3-(2-(2-azidoethoxy)ethoxy)propanamido)butyl)-9,14,17-trioxo-3,6,21,24,27,30-hexaoxa-10,15,18-triazatritriacontan-33-oate N(=[N+]=[N-])CCOCCOCCC(NCCCC(N[C@H](C(NCCOCCOCCOCCOCCC(=O)OC(C)(C)C)=O)CCCCNC(CCOCCOCCN=[N+]=[N-])=O)=O)=O